[Cl-].OC[C@@H](CC(C)(C)C)[NH3+] [(1R)-1-(hydroxymethyl)-3,3-dimethyl-butyl]ammonium chloride